C(CCCCCC)OC1=CNC=C1OCCCCCCC 3,4-diheptyloxypyrrole